(S)-2-methyl-4-propylpiperazine-1-carboxylic acid tert-butyl ester C(C)(C)(C)OC(=O)N1[C@H](CN(CC1)CCC)C